BrC=1C2=C(C=3C(=NC(=NC3C1Cl)SCC)Cl)COC2 6-Bromo-1,5-dichloro-3-ethylsulfanyl-7,9-dihydrofuro[3,4-f]quinazoline